C1(=CCCCC1)C(=O)OCC ethyl cyclohexene-1-carboxylate